C(C=C)C1=C(N(C2=CC=CC=C12)C)CC(=O)N(CC)CC 2-(3-allyl-1-methyl-1H-indol-2-yl)-N,N-diethylacetamide